Aminopropyl-1,4-butanediamine NCCCC(CCCN)N